C(#N)C=1C=C(C=CC1)C1=CC(=C(O1)C)C(=O)NC1=NC(=NS1)CC(C)=NOC 5-(3-Cyanophenyl)-N-(3-(2-(methoxyimino)propyl)-1,2,4-thiadiazol-5-yl)-2-methylfuran-3-carboxamide